O=C1NC(CCC1N1C(C2=CC=CC(=C2C1=O)NCC1=NN(C=C1)C1CCNCC1)=O)=O 2-(2,6-dioxopiperidin-3-yl)-4-(((1-(piperidin-4-yl)-1H-pyrazol-3-yl)methyl)amino)isoindoline-1,3-dione